C(C1=CC=CC=C1)OC=1C(C(=CN2[C@@H]3CN(C(C12)=O)[C@H](CC[C@@]31OC1)C)C(=O)NCC1=C(C=C(C=C1)F)F)=O (1R,10S,13R)-6-benzyloxy-N-[(2,4-difluorophenyl)methyl]-10-methyl-5,8-dioxo-spiro[2,9-diazatricyclo[7.4.1.02,7]tetradeca-3,6-diene-13,2'-oxirane]-4-carboxamide